ClC1=C(C=2C=C3N(CCN(C3)S(=O)(=O)CCOCCC)C2N=C1)C 1-(2-((3-chloro-4-methyl-8,9-dihydropyrido[3',2':4,5]pyrrolo[1,2-a]pyrazin-7(6H)-yl)sulfonyl)ethoxy)propan